4-chloro-2-phenyl-6-(4-(spiro[cyclohexane-1,9'-fluoren]-4'-yl)phenyl)pyrimidine ClC1=NC(=NC(=C1)C1=CC=C(C=C1)C1=CC=CC=2C3(C4=CC=CC=C4C12)CCCCC3)C3=CC=CC=C3